tetraisopropyl (2-(4-(chlorocarbonyl)phenyl)ethane-1,1-diyl)bis(phosphonate) ClC(=O)C1=CC=C(C=C1)CC(P(OC(C)C)(OC(C)C)=O)P(OC(C)C)(OC(C)C)=O